BrC1=C2C=CC=NC2=C(C=C1)C=O 5-bromoquinoline-8-carbaldehyde